NC1=CC2=CN(N=C2C=C1C(=O)OC)C1CCC(CC1)CO methyl 5-amino-2-[4-(hydroxymethyl)cyclohexyl]indazole-6-carboxylate